C(#N)C1=CC=C(C=C1)NC1=C(C(=NC(=N1)N1CCOCC1)CNC(C1=NC=C(C=C1)OC)=O)C N-((6-((4-cyanophenyl)amino)-5-methyl-2-morpholinopyrimidin-4-yl)methyl)-5-methoxypicolinamide